4,4'-(1,3-dimethylbutylidene)bisphenol CC(CC(C)C)(C1=CC=C(C=C1)O)C1=CC=C(C=C1)O